OC1=CC(=NN1C)C(F)F 5-(hydroxy)-1-methyl-3-(difluoromethyl)-1H-pyrazole